ClC1=NN2C(N=CC(=C2[C@H](C)OC)NC(=O)NC=2C=NC(=C(C2)C#N)N2N=CC=N2)=C1 (S)-1-(2-chloro-7-(1-methoxyethyl)pyrazolo[1,5-a]pyrimidin-6-yl)-3-(5-cyano-6-(2H-1,2,3-triazol-2-yl)pyridin-3-yl)urea